[C@H]1([C@@H](O)[C@@H](O)[C@H](O)[C@H](O1)CO)O[C@@H]1[C@@H]([C@@H](OCCNC(CC[C@H](N)C(=O)O)=O)O[C@@H]([C@H]1O)CO[C@@H]1[C@@H](O)[C@@H](O)[C@H](O)[C@H](O1)CO)O 2-(L-γ-glutamylamino)ethyl α-D-mannopyranosyl-(1→3)-[α-D-mannopyranosyl-(1→6)]-α-D-mannopyranoside